C1(CCC1)CN1CCC(CC1)C1=CN=C(S1)C1=NNC(=C1C(C)C)C=1C=C(C=2N(C1)N=CN2)OC 5-(1-(cyclobutylmethyl)piperidin-4-yl)-2-(4-isopropyl-5-(8-methoxy-[1,2,4]triazolo[1,5-a]pyridin-6-yl)-1H-pyrazol-3-yl)thiazole